COC(C1=C(N=C(C=C1C)Cl)Cl)=O 2,6-dichloro-4-methyl-nicotinic acid methyl ester